C(C)OC=1N=CC2=C(N1)NC=C2C=2C=CC=1N(N2)C=C(N1)C 2-ethoxy-5-(2-methylimidazo[1,2-b]pyridazin-6-yl)-7H-pyrrolo[2,3-d]pyrimidine